2-(1-((4-carboxyphenyl)amino)-3-cyclopropyl-1-oxobutan-2-yl)-5-(3-chloro-6-(difluoromethoxy)-2-fluorophenyl)pyridine 1-oxide C(=O)(O)C1=CC=C(C=C1)NC(C(C(C)C1CC1)C1=[N+](C=C(C=C1)C1=C(C(=CC=C1OC(F)F)Cl)F)[O-])=O